9,10-difluoro-3,3-dimethyl-2H-[1,4]oxazino[2,3,4-ij]quinolin-7(3H)-one FC=1C=C2C(C=CN3C2=C(C1F)OCC3(C)C)=O